tert-butyl 2-(5-(tert-butyl)-2-ethoxyphenyl)-7-azaspiro[3.5]nonane-7-carboxylate C(C)(C)(C)C=1C=CC(=C(C1)C1CC2(C1)CCN(CC2)C(=O)OC(C)(C)C)OCC